tert-butyl 2-(2-(3-(2-(5-methyl-4-(1-(2-nitrophenylsulfonyl)indolin-5-yl)thiazol-2-ylamino)-2-oxoethyl)phenoxy)ethoxy)ethylcarbamate CC1=C(N=C(S1)NC(CC=1C=C(OCCOCCNC(OC(C)(C)C)=O)C=CC1)=O)C=1C=C2CCN(C2=CC1)S(=O)(=O)C1=C(C=CC=C1)[N+](=O)[O-]